(S)-2-(2-(2-Aminoacetamido)acetamido)-3-(1H-indol-2-yl)propanamide NCC(=O)NCC(=O)N[C@H](C(=O)N)CC=1NC2=CC=CC=C2C1